4-(2-(2,6-dioxopiperidin-3-yl)-1-oxoisoindolin-4-yl)butyl 4-(4-((3-benzyl-9-methyl-4H,6H-thieno[2,3-e][1,2,4]triazolo[3,4-c][1,4]oxazepin-2-yl)ethynyl)-1H-pyrazol-1-yl)butanoate C(C1=CC=CC=C1)C1=C(SC=2N3C(COCC21)=NN=C3C)C#CC=3C=NN(C3)CCCC(=O)OCCCCC3=C2CN(C(C2=CC=C3)=O)C3C(NC(CC3)=O)=O